NC1=NC=CC2=CC=C(C=C12)C=1C=C2C(CC3(C2=CC1)CCCCC3)OC3=C(C=CC=C3)CC(=O)O 2-(2-((5'-(1-aminoisoquinolin-7-yl)-2',3'-dihydrospiro[cyclohexane-1,1'-indene]-3'-yl)oxy)phenyl)acetic acid